[W].[Ni] NICKEL-TUNGSTEN